C(#N)[C@H](C[C@H]1C(NCC1)=O)NC([C@H](CC1CC1)NC(=O)C=1NC2=CC=CC(=C2C1)OCCC)=O N-[(1S)-2-[[(1S)-1-cyano-2-[(3S)-2-oxopyrrolidin-3-yl]ethyl]amino]-1-(cyclopropylmethyl)-2-oxo-ethyl]-4-propoxy-1H-indole-2-carboxamide